[OH-].[AlH2+]1C=C1 Alumirinium hydroxid